4-CHLORO-6-METHOXYPYRIMIDINE-2-CARBALDEHYDE ClC1=NC(=NC(=C1)OC)C=O